2-methyl-4-(7-methoxyquinolinyl)phenol hydrochloride Cl.CC1=C(C=CC(=C1)C1=NC2=CC(=CC=C2C=C1)OC)O